N-(1-(2-(4-bromophenyl)-2-oxoethyl)-1H-indol-5-yl)-1-cyclohexylmethanesulfonamide BrC1=CC=C(C=C1)C(CN1C=CC2=CC(=CC=C12)NS(=O)(=O)CC1CCCCC1)=O